(2S,5r)-5-vinylpyrrolidine-2-carboxylic acid methyl ester hydrochloride Cl.COC(=O)[C@H]1N[C@H](CC1)C=C